C=O.[Rh] Rhodium carbonyl hydride